yttrium gondoate C(CCCCCCCCC\C=C/CCCCCCCC)(=O)[O-].[Y+3].C(CCCCCCCCC\C=C/CCCCCCCC)(=O)[O-].C(CCCCCCCCC\C=C/CCCCCCCC)(=O)[O-]